5-(2-{2-[(decahydroquinoline-1-sulfonyl)amino]phenyl}ethynyl)pyridine-2-carboxylic acid N1(CCCC2CCCCC12)S(=O)(=O)NC1=C(C=CC=C1)C#CC=1C=CC(=NC1)C(=O)O